2-Methyl-7-(3-(piperidine-1-carbonyl)pyrazolo[1,5-a]pyridin-7-yl)-[1,2,4]triazolo[4,3-a]pyridine-3(2H)-one CN1N=C2N(C=CC(=C2)C2=CC=CC=3N2N=CC3C(=O)N3CCCCC3)C1=O